phenyl-trimethylindan C1(=CC=CC=C1)C1(C(C2=CC=CC=C2C1)(C)C)C